The molecule is an organophosphate oxoanion obtained by removal of two protons from the phosphate group of adenosine 2'-phosphate; major species at pH 7.3. It is a conjugate base of an adenosine 2'-phosphate. C1=NC(=C2C(=N1)N(C=N2)[C@H]3[C@@H]([C@@H]([C@H](O3)CO)O)OP(=O)([O-])[O-])N